Benzyl (1R,2S,5S)-6,6-dimethyl-3-[1-(trifluoromethyl)cyclopropanecarbonyl]-3-azabicyclo[3.1.0]hexane-2-carboxylate CC1([C@H]2CN([C@@H]([C@@H]12)C(=O)OCC1=CC=CC=C1)C(=O)C1(CC1)C(F)(F)F)C